N-(12-Aminododecyl)-2-(1-benzyl-5-oxopyrrolidin-2-yl)-2-oxoacetamide Hydrochloride Cl.NCCCCCCCCCCCCNC(C(=O)C1N(C(CC1)=O)CC1=CC=CC=C1)=O